5-hexyne-1-ol C(CCCC#C)O